BrC1=CC=CC=2N=C(OC(C21)=O)S 5-bromo-2-mercapto-4H-benzo[d][1,3]oxazin-4-one